1-acetyl-3-methyl-3-(p-toluenesulfonylmethyl)-1,3,4,5-tetrahydro-2H-benzo[g]indol-2-one C(C)(=O)N1C(C(C=2CCC3=C(C12)C=CC=C3)(CS(=O)(=O)C3=CC=C(C)C=C3)C)=O